4-[(2,4-difluorophenyl)amino]-2-[(6-methoxy-2-methyl-1,2,3,4-tetrahydroisoquinolin-7-yl)amino]pyrimidine-5-carboxamide FC1=C(C=CC(=C1)F)NC1=NC(=NC=C1C(=O)N)NC1=C(C=C2CCN(CC2=C1)C)OC